ClCCC[SiH2]OC(OCC)OCC 3-chloropropyl-(diethoxymethoxysilane)